COCCOC=1C(OC(=CC1NC1=NC=CC=N1)C(=O)OC)=O methyl 3-(2-methoxyethoxy)-2-oxo-4-(pyrimidin-2-ylamino)-2H-pyran-6-carboxylate